aminocarboxylat NC(=O)[O-]